N-(1-(1H-indol-3-yl)hexane-2-yl)-6-(4-hydroxy-4-methylpiperidin-1-yl)benzo[b]-thiophene-2-carboxamide N1C=C(C2=CC=CC=C12)CC(CCCC)NC(=O)C1=CC2=C(S1)C=C(C=C2)N2CCC(CC2)(C)O